(R)-1-Phenylethylisocyanate C1(=CC=CC=C1)[C@@H](C)N=C=O